C(CCC)NC=1C2=C(N=C(N1)NC(OC)=O)C(=NN2CC2=C(C=C(C=C2)CO)OC)F methyl (7-(butylamino)-3-fluoro-1-(4-(hydroxymethyl)-2-methoxybenzyl)-1H-pyrazolo[4,3-d]pyrimidin-5-yl)carbamate